C=1(C(=CC=CC1)C(=O)C1N(CCC1)CC(=O)O)C toluoyl-pyrrolidineacetic acid